C(#N)C=1C=C(C=CC1)C=1N=C(SC1C1=CC(=NC(=C1)C)C(F)F)N1CC2(COC2)C1 N-[4-(3-cyanophenyl)-5-[2-(difluoromethyl)-6-methyl-4-pyridyl]thiazol-2-yl]-2-oxa-6-azaspiro[3.3]heptane